C(C(C)(C)C)(=O)Cl pivaloyl chloride